CO[Si](CCCCCCCCC)(OC)OC trimethoxy(nonyl)silane